1-(3-(3-(4-phenoxyphenyl)-1H-pyrrolo[2,3-b]pyridin-4-yl)-piperidin-1-yl)-2-propen-1-one O(C1=CC=CC=C1)C1=CC=C(C=C1)C1=CNC2=NC=CC(=C21)C2CN(CCC2)C(C=C)=O